C(C)(C)(C)SN R-(+)-tert-butyl-sulfenamide